[Ru+2].CC1=C(C(=CC(=C1)C)C)N1C(N(CC1)C1=C(C=C(C=C1C)C)C)=C1C(C(=C(C=C1)P(C1=CC=CC=C1)(C1=CC=CC=C1)=C1C=C(C2=CC=CC=C12)C1=CC=CC=C1)Cl)Cl [1,3-bis(2,4,6-trimethylphenyl)-2-imidazolidinylidene]-dichloro-(3-phenyl-1H-inden-1-ylidene)(triphenylphosphine) ruthenium (II)